NC1=CC2=C(N=C(S2)NC(=O)N2CC(OC(C2)C)C)C=C1 N-(6-aminobenzo[d]thiazol-2-yl)-2,6-dimethylmorpholine-4-carboxamide